C(C=C)/C(=C(/C(=O)O)\CC=C)/C(=O)O.C(\C=C\C(=O)OCC=C)(=O)OCC=C diallyl fumarate (diallyl maleate)